(R)-4-(4-(1-(difluoromethyl)-1H-pyrazol-5-yl)-7-(1H-pyrazol-5-yl)imidazo[1,5-b]pyridazin-2-yl)-3-methylmorpholine FC(N1N=CC=C1C=1C=2N(N=C(C1)N1[C@@H](COCC1)C)C(=NC2)C2=CC=NN2)F